C(CC)OC(=O)C(\C(=C/C)\C)C(=O)OCCC (Z)-2-Methyl-but-2-enedicarboxylic acid dipropyl ester